C1(=CC=C(C=C1)N(C1=CC=C(C=C1)C1=CC(=C(C=C1)C1=CC=CC=C1)C1=CC=CC=C1)C1=CC=C(C=C1)C=1C2=CC=CC=C2C=2C=CC=CC2C1)C1=CC=CC=C1 biphenyl-4-yl-{4-(phenanthren-9-yl)-phenyl}-(2'-phenyl-[1,1':4',1'']terphenyl-4''-yl)-amine